n-butyl-crotonaldehyde C(CCC)/C(/C=O)=C\C